C(C)(C)(C)C1=NCCC(=C1)C1=C(C=NC=C1F)Cl tert-butyl-3'-chloro-5'-fluoro-5,6-dihydro-[4,4'-bipyridine]